(ethene-1,1-diyl-2,2-d2)dibenzene C(=C([2H])[2H])(C1=CC=CC=C1)C1=CC=CC=C1